BrC=1C=2N(C=C(C1)OC)N=CC2CO (4-bromo-6-methoxypyrazolo[1,5-a]pyridin-3-yl)methanol